(R)-5-(methoxy-d3)-3-((1-(methyl-d3)-pyrrolidin-2-yl)-methyl-d2)-1H-indole C(OC=1C=C2C(=CNC2=CC1)C([2H])([2H])[C@@H]1N(CCC1)C([2H])([2H])[2H])([2H])([2H])[2H]